(7aR,11aS)-5-chloro-4-fluoro-2-(methylthio)-7a,8,10,11,11a,12-hexahydro-7,9-dioxa-1,3,6,12-tetraazapleiadene ClC1=C(C2=NC(=NC=3N[C@H]4CCOC[C@@H]4OC(=N1)C23)SC)F